ClC=1C(=C(C=CC1F)N(C(=O)[C@@H]1[C@H]2[C@@H](C(N1C1=NC(=CC(=C1)C(F)(F)F)C)=O)OC(O2)(C)C)C([2H])([2H])[2H])F (3aS,4S,6aS)-N-(3-chloro-2,4-difluorophenyl)-2,2-dimethyl-N-(methyl-d3)-5-(6-methyl-4-(trifluoromethyl)-pyridin-2-yl)-6-oxotetrahydro-4H-[1,3]dioxolo[4,5-c]pyrrole-4-carboxamide